tert-butyl (S)-2-(4-(2,3,6,9-tetramethyl-6H-thieno[3,2-f][1,2,4]triazolo[4,3-a][1,4]diazepin-4-yl)phenyl)-2,9-diazaspiro[5.5]undecane-9-carboxylate CC1=C(C=2C(=N[C@H](C=3N(C2S1)C(=NN3)C)C)C3=CC=C(C=C3)N3CC1(CCC3)CCN(CC1)C(=O)OC(C)(C)C)C